ClC=1C=CC2=C(C=C(O2)CNC(=O)[C@@H]2CC[C@H](CC2)C=2OC(=NN2)COC2=CC=C(C=C2)Cl)C1 trans-N-((5-chlorobenzofuran-2-yl)methyl)-4-(5-((4-chlorophenoxy)methyl)-1,3,4-oxadiazol-2-yl)cyclohexanecarboxamide